(4-vinyl-bicyclo[2.2.2]oct-1-yl)carbamic acid tert-butyl ester C(C)(C)(C)OC(NC12CCC(CC1)(CC2)C=C)=O